1-methyl-3-((tritylthio)methyl)pyrrolidine CN1CC(CC1)CSC(C1=CC=CC=C1)(C1=CC=CC=C1)C1=CC=CC=C1